COC=1C=C(C=CC1)CN1N=C2N=C(N=C(C2=C1)N)C1=CC(=NO1)C 2-[(3-methoxyphenyl)methyl]-6-(3-methyl-1,2-oxazol-5-yl)-2H-pyrazolo[3,4-d]pyrimidin-4-amine